behenyl para-hydroxybenzoate OC1=CC=C(C(=O)OCCCCCCCCCCCCCCCCCCCCCC)C=C1